N-(5-(4-(2,6-dichloro-3,5-dimethoxyphenyl)imidazo[1,2-a][1,6]naphthyridin-8-yl)-4-methoxy-2-(4-oxa-7-azaspiro[2.5]oct-7-yl)phenyl)acrylamide ClC1=C(C(=C(C=C1OC)OC)Cl)C=1C=2N(C3=CC(=NC=C3C1)C=1C(=CC(=C(C1)NC(C=C)=O)N1CCOC3(CC3)C1)OC)C=CN2